(4R)-4-[1-(2,6-dioxo-3-piperidyl)-3-methyl-2-oxo-benzimidazol-4-yl]-2,2-dimethyl-piperidine-1-carboxylic acid tert-butyl ester C(C)(C)(C)OC(=O)N1C(C[C@@H](CC1)C1=CC=CC=2N(C(N(C21)C)=O)C2C(NC(CC2)=O)=O)(C)C